FC1CC(C1)C(=O)N1[C@H]([C@]2(CC1)NC(COC2)=O)CC=2C(=C(C=CC2)C2=CC(=CC(=C2)F)F)F |o1:8,9| rel-(1S,5S)-2-[(1s,3s)-3-fluorocyclobutanecarbonyl]-1-({2,3',5'-trifluoro-[1,1'-biphenyl]-3-yl}methyl)-9-oxa-2,6-diazaspiro[4.5]decan-7-one